3-bromo-N-(2,6-difluorophenyl)-1-(tetrahydro-2H-pyran-2-yl)-N-(2-((tetrahydro-2H-pyran-2-yl)oxy)ethyl)-1H-1,2,4-triazol-5-amine BrC1=NN(C(=N1)N(CCOC1OCCCC1)C1=C(C=CC=C1F)F)C1OCCCC1